ClC1=C(C=CC(=C1)F)C(CC1=NC=CC=C1C)C 2-(2-(2-Chloro-4-fluorophenyl)propyl)-3-methylpyridine